(4S,6S)-4-fluoro-6-phenyl-N-[(3S)-5-methyl-4-oxo-2,3-dihydro-1,5-benzoxazepin-3-yl]-5,6-dihydro-4H-pyrrolo[1,2-b]pyrazole-2-carboxamide F[C@H]1C[C@H](N2N=C(C=C21)C(=O)N[C@H]2COC1=C(N(C2=O)C)C=CC=C1)C1=CC=CC=C1